N-(1-((2S,4R)-4-hydroxypyrrolidin-2-yl)ethyl)-4-(1H-pyrrolo[2,3-b]pyridin-4-yl)-3,4-dihydro-2H-1,4-thiazine-6-carboxamide hydrochloride Cl.O[C@@H]1C[C@H](NC1)C(C)NC(=O)C1=CN(CCS1)C1=C2C(=NC=C1)NC=C2